FC(C1=NC(=NC(=N1)C(F)F)N1[C@H](C=2NC3=CC=C(C=C3C2CC1)Cl)C[C@@H]1COCC1)F (1S)-2-[4,6-bis(difluoromethyl)-1,3,5-triazin-2-yl]-6-chloro-1-{[(3S)-oxolan-3-yl]methyl}-2,3,4,9-tetrahydro-1H-pyrido[3,4-b]indole